silicon germanium tin gallium [Ga].[Sn].[Ge].[Si]